Methylamin hydrobromid Br.CN